OC1C(COCC1)N1C(C=2C=C(C(=NC2CC1)C)CC1=CC=C(C=C1)N1N=CC=C1)=O 6-(4-hydroxy-tetrahydro-pyran-3-yl)-2-methyl-3-(4-pyrazol-1-yl-benzyl)-7,8-dihydro-6H-[1,6]naphthyridin-5-one